6-[4-(difluoromethoxy)phenyl]-N-(2-hydroxy-2-methylpropyl)-3-oxo-2-(pyridin-3-yl)-2,3-dihydropyridazine-4-carboxamide FC(OC1=CC=C(C=C1)C=1C=C(C(N(N1)C=1C=NC=CC1)=O)C(=O)NCC(C)(C)O)F